tert-butyl 4-(4-((5-azido-7-(butylamino)-2H-pyrazolo[4,3-d]pyrimidin-2-yl)methyl)-3-methoxyphenyl)piperidine-1-carboxylate N(=[N+]=[N-])C=1N=C(C=2C(N1)=CN(N2)CC2=C(C=C(C=C2)C2CCN(CC2)C(=O)OC(C)(C)C)OC)NCCCC